3-((4-(Methyl-d3)pentyl-4,5,5,5-d4)oxy)-4-(1-methyl-1,2,5,6-tetrahydropyridin-3-yl)-1,2,5-thiadiazole C(C(CCCOC1=NSN=C1C=1CN(CCC1)C)(C([2H])([2H])[2H])[2H])([2H])([2H])[2H]